(S)-2-(1-acryloylpyrrolidin-2-yl)-1-amino-4-(4-((4-isopropyl-pyridin-2-yl)carbamoyl)phenyl)-1H-imidazole-5-carboxamide C(C=C)(=O)N1[C@@H](CCC1)C=1N(C(=C(N1)C1=CC=C(C=C1)C(NC1=NC=CC(=C1)C(C)C)=O)C(=O)N)N